OCCNCCO 2-(2-hydroxyethylamino)-ethanol